C(C=C)(=O)N1C[C@@H](N(CC1)C=1C2=C(N(C(N1)=O)C1=C(C=CC=C1S(=O)(=O)C)C)N=C(C(=C2)F)C2=C(C=CC=C2F)Cl)C 4-((S)-4-acryloyl-2-methylpiperazin-1-yl)-7-(2-chloro-6-fluorophenyl)-6-fluoro-1-(2-methyl-6-(methylsulfonyl)phenyl)pyridino[2,3-d]pyrimidin-2(1H)-one